7-cyclopropyl-2-(2,6-dioxopiperidin-3-yl)-3-oxoisoindolin-5-yl triflate O(S(=O)(=O)C(F)(F)F)C=1C=C2C(N(CC2=C(C1)C1CC1)C1C(NC(CC1)=O)=O)=O